furo[2,3-d]tetrazolo[1,5-b]pyridazine N=1N=NN2N=CC3=C(C21)OC=C3